4-(3-chloro-2-fluorophenyl)-7-((1-(2-fluoroethyl)-3-methylpyrrolidin-3-yl)ethynyl)quinazoline-4,6-diamine ClC=1C(=C(C=CC1)C1(NC=NC2=CC(=C(C=C12)N)C#CC1(CN(CC1)CCF)C)N)F